tert-butyl 3-((6-fluoro-5-(hydroxymethyl)pyridin-3-yl)oxy)azetidin-1-carboxylate FC1=C(C=C(C=N1)OC1CN(C1)C(=O)OC(C)(C)C)CO